2,3-Dihydrobenzo[b][1,4]dioxine-5-carbonitrile O1C2=C(OCC1)C(=CC=C2)C#N